C(C)(C)(C)NC(C(=O)N)C 2-(tert-butylamino)propanamide